methyl-{N-[3-(dimethylamino) propyl] octane-1-sulfonylamino} dodecanoate C(CCCCCCCCCCC)(=O)ON(S(=O)(=O)CCCCCCCCCCCN(C)C)C